S1C(=NC2=C1C=CC=C2)C2=NN=C1N2CCN([C@@H]1C)C(=O)C1=C(C(=C(C(=C1[2H])[2H])F)[2H])[2H] (R)-(3-(Benzo[d]thiazol-2-yl)-8-methyl-5,6-dihydro-[1,2,4]triazolo[4,3-a]pyrazin-7(8H)-yl)(4-fluorophenyl-2,3,5,6-d4)methanone